1-(3-fluorophenyl)-3-methyl-1H-indazole-5-carbaldehyde FC=1C=C(C=CC1)N1N=C(C2=CC(=CC=C12)C=O)C